tert-Butyl 4-(3-(2,4-dioxotetrahydropyrimidin-1(2H)-yl)-1-methyl-1H-pyrazolo[4,3-c]pyridine-6-yl)-3,6-dihydropyridine-1(2H)-carboxylate O=C1N(CCC(N1)=O)C1=NN(C2=C1C=NC(=C2)C=2CCN(CC2)C(=O)OC(C)(C)C)C